2-(tert-butyl) 3-methyl (1S,5S)-3-(3-chloropropyl)-2-azabicyclo[3.1.0]Hexane-2,3-dicarboxylate ClCCCC1(N([C@H]2C[C@H]2C1)C(=O)OC(C)(C)C)C(=O)OC